NC(=C(C(=C(SC1=C(C2=CC=CC=C2C=C1)N)N)C#N)C#N)SC1=C(C2=CC=CC=C2C=C1)N 1,4-diamino-2,3-dicyano-1,4-bis(alpha-amino-beta-naphthylmercapto)butadiene